5-(adamantan-1-yl)isoxazol-3-amine C12(CC3CC(CC(C1)C3)C2)C2=CC(=NO2)N